(R)-3-(4-((3-aminopyrrolidin-1-yl)methyl)benzyl)-5-butoxy-1H-pyrazolo[4,3-d]pyrimidin-7-amine N[C@H]1CN(CC1)CC1=CC=C(CC2=NNC3=C2N=C(N=C3N)OCCCC)C=C1